5-(4-(piperazin-1-yl)pyrimidin-2-yl)thiazole hydrochloride Cl.N1(CCNCC1)C1=NC(=NC=C1)C1=CN=CS1